(3R,4S)-1-AZABICYCLO[2.2.1]HEPTANE-3-CARBOXYLIC ACID N12C[C@@H]([C@H](CC1)C2)C(=O)O